CC1=CC=C(C=C1)C(=C)C p,α-dimethyl-styrene